ClC1=C(C=CC=C1)N1C(N=C(C2=CC(=C(C=C12)C1CC1)F)NCC1CC1)=O 1-(2-chlorophenyl)-7-cyclopropyl-4-((cyclopropylmethyl)amino)-6-fluoro-quinazolin-2(1H)-one